COC(=O)C1CC2=NNC(=C2CO1)I 3-iodo-2,4,6,7-tetrahydropyrano[4,3-c]pyrazole-6-carboxylic acid methyl ester